N-benzyl-4-(1-(3-methyl-3-(methylsulfonyl)-4-oxo-4-(((tetrahydro-2H-pyran-2-yl)oxy)amino)butyl)-2-oxo-1,2-dihydropyridin-4-yl)benzamide C(C1=CC=CC=C1)NC(C1=CC=C(C=C1)C1=CC(N(C=C1)CCC(C(NOC1OCCCC1)=O)(S(=O)(=O)C)C)=O)=O